methyl (1r,4r)-4-(((2-amino-4-hydroxypteridin-6-yl)methyl)(tert-butoxycarbonyl)amino)cyclohexane-1-carboxylate NC1=NC2=NC=C(N=C2C(=N1)O)CN(C1CCC(CC1)C(=O)OC)C(=O)OC(C)(C)C